1-butanone hexafluoroantimonate F[Sb-](F)(F)(F)(F)F.C(CCC)=O